(S)-N7-(3-chlorophenyl)-3-cyclopropyl-N5-(piperidin-3-yl)pyrazolo[1,5-c]pyrimidine-5,7-diamine ClC=1C=C(C=CC1)NC1=NC(=CC=2N1N=CC2C2CC2)N[C@@H]2CNCCC2